3-oxo-2-[[2-(trifluoromethyl)phenyl]azo]butanamide O=C(C(C(=O)N)N=NC1=C(C=CC=C1)C(F)(F)F)C